(2R,3R,4R,5R)-5-(6-amino-2-chloro-9H-purin-9-yl)-2-((2-ethoxy-2-oxo-1-(thiazol-4-yl)ethoxy)methyl)-3-ethynyltetrahydrofuran-3,4-diyl diacetate C(C)(=O)O[C@@]1([C@H](O[C@H]([C@@H]1OC(C)=O)N1C2=NC(=NC(=C2N=C1)N)Cl)COC(C(=O)OCC)C=1N=CSC1)C#C